(S)-N-(7-((3-hydroxy-1-neopentylazetidin-3-yl)ethynyl)-5-methyl-4-oxo-2,3,4,5-tetrahydrobenzo[b][1,4]oxazepin-3-yl)-4-phenoxypyridineamide OC1(CN(C1)CC(C)(C)C)C#CC1=CC2=C(OC[C@@H](C(N2C)=O)NC(=O)C2=NC=CC(=C2)OC2=CC=CC=C2)C=C1